tert-butyl (4-(difluoromethoxy)-6-(difluoromethyl)pyridin-3-yl)carbamate FC(OC1=C(C=NC(=C1)C(F)F)NC(OC(C)(C)C)=O)F